(R)-ethyl 9-(1-aminoethyl)-2-morpholino-4-oxo-4H-pyrido[1,2-a]pyrimidine-7-carboxylate N[C@H](C)C1=CC(=CN2C1=NC(=CC2=O)N2CCOCC2)C(=O)OCC